sodium t-butyl persulfate S(=O)(=O)(OC(C)(C)C)OOS(=O)(=O)[O-].[Na+]